C(C)C1=C(C=C(C=C1)C1(CCC(CC1)N1C(C2=CC=CC(=C2C1)C)=O)C(=O)N)C (4-Ethyl-3-methylphenyl)-4-(4-methyl-1-oxoisoindolin-2-yl)cyclohexane-1-carboxamide